BrC1=CC(=C(CNC(OC(C)(C)C)=O)C(=C1)C)C tert-butyl (4-bromo-2,6-dimethylbenzyl)carbamate